2,3-bis(2-sulfanyl-ethyl-sulfanyl)propane-1-thiol SCCSC(CS)CSCCS